5-(3-(2,4-dioxo-3,4-dihydropyrimidin-1(2H)-yl)quinolin-6-yloxy)valeraldehyde O=C1N(C=CC(N1)=O)C=1C=NC2=CC=C(C=C2C1)OCCCCC=O